C(#C)C1N(C(OC1)(C)C)C(=O)OC(C)(C)C tert-butyl 4-ethynyl-2,2-dimethyl-1,3-oxazolidine-3-carboxylate